3'-O-tert-butyldimethylsilyl-2'-deoxy-2'-fluoroguanosine [Si](C)(C)(C(C)(C)C)O[C@H]1[C@H]([C@@H](O[C@@H]1CO)N1C=NC=2C(=O)NC(N)=NC12)F